2-bromobenzo[d]imidazo[2,1-b]thiazole-7-carboxylic acid BrC=1N=C2SC3=C(N2C1)C=CC(=C3)C(=O)O